ClC=1C=C2C3=C(N(C2=C(C1)C=1C=NN(C1)CCC)CC(F)(F)F)C=NC=C3 6-Chloro-8-(1-propyl-1H-pyrazol-4-yl)-9-(2,2,2-trifluoro-ethyl)-9H-pyrido[3,4-b]indole